NCC1=C(N)C=C(C(=C1)F)F 2-(aminomethyl)-4,5-difluoroaniline